N[C@]1(CN(C[C@@H]1CCCB1O[C@]2([C@@H](O1)C[C@@H]1C([C@H]2C1)(C)C)C)S(N(CC)C1CNC1)(=O)=O)C(=O)O (3R,4S)-3-amino-1-(N-(azetidin-3-yl)-N-ethylsulfamoyl)-4-(3-((3aR,4R,6R,7aS)-3a,5,5-trimethylhexahydro-4,6-methanobenzo[d][1,3,2]dioxaborol-2-yl)propyl)pyrrolidine-3-carboxylic acid